1-bromobutyl-2-butyl-4,5-dimethylimidazole BrC(CCC)N1C(=NC(=C1C)C)CCCC